(5S)-2-[2-(4-Methylphenyl)-2-oxoethyl]-3-oxo-2,3,5,6,7,8-hexahydro[1,2,4]triazolo[4,3-a]pyridin CC1=CC=C(C=C1)C(CN1N=C2N(CCCC2)C1=O)=O